D-4-chlorophenylalanine ClC1=CC=C(C[C@@H](N)C(=O)O)C=C1